BrC=1C=C(C=CC1)C=1N=C(C2=C(N1)C(=NC=C2C)N)C 2-(3-bromophenyl)-4,5-dimethylpyrido[3,4-d]pyrimidin-8-amine